3-allyl-8-methyl-5-phenyl-1-oxa-5-azaspiro[5.5]undec-7,10-diene-4,9-dione C(C=C)C1COC2(N(C1=O)C1=CC=CC=C1)C=C(C(C=C2)=O)C